acryloylaminoethyltriethylammonium bromide [Br-].C(C=C)(=O)NCC[N+](CC)(CC)CC